FC(C1=NC(=NO1)C1=CC=C(C=C1)CN1C(C2=CC=CC=C2C1=O)=O)(F)F 2-[[4-[5-(trifluoromethyl)-1,2,4-oxadiazol-3-yl]phenyl]methyl]-1H-isoindole-1,3(2H)-dione